CC=1N=C2N(N=C(C=C2C)C2=CC3=CN(N=C3C(=C2)F)C2CCN(C3(CCC3)C2)C(=O)OC(C)(C)C)C1 tert-butyl 8-[5-(2,8-dimethylimidazo[1,2-b]pyridazin-6-yl)-7-fluoro-indazol-2-yl]-5-azaspiro[3.5]nonane-5-carboxylate